ClC(C1=C(N=CN1CCC)[N+](=O)[O-])Cl 5-(dichloromethyl)-1-propyl-4-nitro-1H-imidazole